C(CCCC(=O)[O-])(=O)[O-].C(CCCCCCCCCCCCCCC)C(CCCCCC)C[NH3+].C(CCCCCCCCCCCCCCC)C(CCCCCC)C[NH3+] (E)-7-hexadecyl-8-octyl-ammonium glutarate